C[C@@H]1CN(CCN1)C(=O)OCC1=CC=CC=C1 benzyl (R)-3-methylpiperazine-1-carboxylate